N1=CN=CN=C1.[Cl] mono-chlorine s-triazine